tert-butyl-[(3-methoxyhex-4-yn-1-yl)oxy]di(phenyl)silane C(C)(C)(C)[Si](C1=CC=CC=C1)(C1=CC=CC=C1)OCCC(C#CC)OC